N=1C=NN2C1C=C(C=C2)OC2=C(C=C(C=C2)NC2=NC=NN1C2=C(C=C1)C1CCN(CC1)C(\C=C\CN1C[C@H]([C@@H](C1)OC)OC)=O)C (E)-1-(4-(4-((4-([1,2,4]triazolo[1,5-a]pyridin-7-yloxy)-3-methylphenyl)amino)pyrrolo[2,1-f][1,2,4]triazin-5-yl)piperidin-1-yl)-4-((3R,4R)-3,4-dimethoxypyrrolidin-1-yl)but-2-en-1-one